BrCCC(C)(C)OC 1-bromo-3-methoxy-3-methylbutane